6-chloro-1-cyclopropyl-2-(3,4-dimethoxyphenyl)-1H-imidazo[4,5-c]pyridine ClC1=CC2=C(C=N1)N=C(N2C2CC2)C2=CC(=C(C=C2)OC)OC